C1=COCCCCCC1 oxacyclononen